3-((3-exo)-3-((7-((5-(2-hydroxypropan-2-yl)thiazol-2-yl)amino)-1,6-naphthyridin-5-yl)amino)-8-azabicyclo[3.2.1]octan-8-yl)propionitrile OC(C)(C)C1=CN=C(S1)NC1=NC(=C2C=CC=NC2=C1)NC1CC2CCC(C1)N2CCC#N